methyl 1,2,3,4-tetrahydrocyclopenta[b]indole-2-carboxylate C1C(CC=2NC=3C=CC=CC3C21)C(=O)OC